6-bromo-N-[(3S)-1-pentylpyrrolidin-3-yl]-1H-indole-2-carboxamide BrC1=CC=C2C=C(NC2=C1)C(=O)N[C@@H]1CN(CC1)CCCCC